1-(4-fluorophenyl)-6-methyl-5-(6-phenyl-3-azabicyclo[3.1.0]hexane-1-yl)-1H-indazole FC1=CC=C(C=C1)N1N=CC2=CC(=C(C=C12)C)C12CNCC2C1C1=CC=CC=C1